O1CSCCC1 1,3-oxathiane